4-((4-Hydroxybutan-2-yl)amino)nicotinamide OCCC(C)NC1=CC=NC=C1C(=O)N